C1=CC=CC=2C3=CC=CC=C3C3(C12)C1=CC=C(C=C1OC=1C=CC(=CC13)OC(=O)C1=CC=C(N)C=C1)OC(=O)C1=CC=C(N)C=C1 4,4'-[spiro(xanthene-9,9'-fluorene)-2,6-diylbis(oxycarbonyl)]bis-aniline